(1-isopropyl-4-methyl-1H-pyrazol-5-yl)boronic acid C(C)(C)N1N=CC(=C1B(O)O)C